C(C)N1N=C2N=C(C=NC2=C1)N[C@@H](C)C=1C=C(C=CC1C)NC(CC1=NC=C(C(=C1)CN1CCCC1)C)=O (S)-N-(3-(1-((2-ethyl-2H-pyrazolo[3,4-b]pyrazin-6-yl)amino)ethyl)-4-methylphenyl)-2-(5-methyl-4-(pyrrolidin-1-ylmethyl)pyridin-2-yl)acetamide